3-((diethoxyphosphoryl)fluoromethyl)quinoline-6-carboxylic acid allyl ester C(C=C)OC(=O)C=1C=C2C=C(C=NC2=CC1)C(F)P(=O)(OCC)OCC